FC(OC=1C=C(C=CC1)C1=NN(C=2C1=NC=C(C2)C(=O)N[C@H](C)[C@@H](C)O)C(C)C)F 3-(3-(difluoromethoxy)phenyl)-N-((2R,3R)-3-hydroxybutan-2-yl)-1-isopropyl-1H-pyrazolo[4,3-b]pyridine-6-carboxamide